1-(3-(dimethylamino)propyl)-3-(4-(3-(3,5-dimethylisoxazol-4-yl)-5-methylphenoxy)-3,5-dimethylphenyl)urea CN(CCCNC(=O)NC1=CC(=C(C(=C1)C)OC1=CC(=CC(=C1)C)C=1C(=NOC1C)C)C)C